4-[(1S,2S)-2-(6-chloroimidazo[1,2-b]pyridazin-8-yl)cyclopropyl]quinoline ClC=1C=C(C=2N(N1)C=CN2)[C@@H]2[C@H](C2)C2=CC=NC1=CC=CC=C21